4-chloro-6-methylbenzonitrile ClC1=CC=C(C#N)C(=C1)C